FC=1C=CC2=C(C=C(O2)C(C(C)C)NC(NC=2C=C(C(=O)N)C=CC2)=O)C1 3-(3-(1-(5-fluorobenzofuran-2-yl)-2-methylpropyl)ureido)benzamide